(2R,3S,4R,5R)-3-(2-ethyl-3,4-difluoro-phenyl)-4,5-dimethyl-5-(trifluoromethyl)tetrahydrofuran C(C)C1=C(C=CC(=C1F)F)[C@H]1CO[C@]([C@@H]1C)(C(F)(F)F)C